N-propenyl-pyridine chloride salt [Cl-].C(=CC)N1CC=CC=C1